2-[1-(cyclohexylmethyl)-1H-indole-3-carboxamido]Benzoic acid C1(CCCCC1)CN1C=C(C2=CC=CC=C12)C(=O)NC1=C(C(=O)O)C=CC=C1